C(C)OCC1(CCN(CC1)CC=1C=NN(C1)C)CCC=1SC(=CC1)C 4-(ethoxymethyl)-1-((1-methyl-1H-pyrazol-4-yl)methyl)-4-(2-(5-methylthiophen-2-yl)ethyl)piperidine